nonyl ((4-nitrophenoxy)(2-(nonyloxy)-2-oxoethoxy)phosphoryl)-L-phenylalaninate [N+](=O)([O-])C1=CC=C(OP(=O)(OCC(=O)OCCCCCCCCC)N[C@@H](CC2=CC=CC=C2)C(=O)OCCCCCCCCC)C=C1